CN(C(=O)NC1=CC=C(C=C1)OC(F)(F)F)C1=CC=2OC(C(=CC2S1)C(=O)OC)=O methyl 2-(1-methyl-3-(4-(trifluoromethoxy)phenyl)ureido)-5-oxo-5H-thieno[3,2-b]pyran-6-carboxylate